C(C)(C)(C)OC(=O)C1NC(C(C1C1=CC(=CC=C1)Cl)C1=C(C=C(C=C1)Cl)F)CC(CC)(C)CC 4-(4-chloro-2-fluorophenyl)-3-(3-chlorophenyl)-5-(2-ethyl-2-methylbutyl)pyrrolidine-2-carboxylic acid tert-butyl ester